C(C)(C)(C)OC(=O)N1CC(CC1)(O)C=1C=NC(=CC1)COC(C)=O 3-(6-(Acetoxymethyl)pyridin-3-yl)-3-hydroxypyrrolidine-1-carboxylic acid tert-butyl ester